COC=1C=CC2=C(C(OC3=CC(=CC=C23)OCC(=O)NCCC2=NC=CC=C2)=O)C1 2-((8-methoxy-6-oxo-6H-benzo[c]chromen-3-yl)oxy)-N-(2-(pyridin-2-yl)ethyl)acetamide